benzyl-aminopropyl-triethoxysilane C(C1=CC=CC=C1)C(C)O[Si](OCC)(OCC)CCCN